4-((4-aminophenyl)ethynyl)-2,2-dimethylOxazole-3-carboxylic acid tert-butyl ester C(C)(C)(C)OC(=O)N1C(OC=C1C#CC1=CC=C(C=C1)N)(C)C